ethyl (Z)-2-(6-chloropyridin-3-yl)-3-(dimethylamino)acrylate ClC1=CC=C(C=N1)/C(/C(=O)OCC)=C/N(C)C